OC(C(CO)C)C(C(O)(O)CN)C 1,3-dihydroxy-2-methylpropyl-(aminomethylpropanediol)